C(C)(C)(C)N1N=C(C=2C1=NC=NC2N)C2=CC=C(C=C2)C 1-tert-butyl-3-(4-methylphenyl)-1H-pyrazolo[3,4-d]pyrimidin-4-amine